4-[(3-methanesulfonylpyridin-2-yl)amino]-N-(2H3)methyl-6-[(6-methylpyridazin-3-yl)amino]pyridazine-3-carboxamide CS(=O)(=O)C=1C(=NC=CC1)NC1=C(N=NC(=C1)NC=1N=NC(=CC1)C)C(=O)NC([2H])([2H])[2H]